N-{[3-chloro-5-(trifluoromethyl)pyridin-2-yl]methyl}-1,3-thiazole-4-carboxamide ClC=1C(=NC=C(C1)C(F)(F)F)CNC(=O)C=1N=CSC1